6-(5-fluoro-2-methoxyphenyl)pyridine FC=1C=CC(=C(C1)C1=CC=CC=N1)OC